[Pb].[Hg] Mercury-lead